(4R)-4-ethyl-2-propyl-2,3,4,6,7,8-hexahydro-5H-chromen-5-one C(C)[C@@H]1CC(OC=2CCCC(C12)=O)CCC